tert-butyl 4-(1-methoxyethyl)-2-azabicyclo[2.1.1]hexane-2-carboxylate COC(C)C12CN(C(C1)C2)C(=O)OC(C)(C)C